5-bromo-6-(methoxymethyl)-2-oxo-1-phenyl-1,2-dihydropyridine-3-carboxamide BrC=1C=C(C(N(C1COC)C1=CC=CC=C1)=O)C(=O)N